C(CCCCC)OC(CCCCC(=O)OCCCCCC)=O adipic acid di-n-hexyl ester